BrC=1C=C2C3(CN(C2=CC1)C(=O)C=1C=C(C=CC1)S(=O)(=O)NC(C)C)CCCCC3 3-(5'-bromospiro[cyclohexane-1,3'-indoline]-1'-carbonyl)-N-isopropylbenzenesulfonamide